(S,Z)-(1-(6-(2-(5-(3,3-Difluoroazetidin-1-yl)pyrido[3,4-b]pyrazin-7-yl)-2-fluorovinyl)-3-(2-fluorophenoxy)-2-(trifluoromethyl)phenyl)piperidin-3-yl)methanamine FC1(CN(C1)C1=NC(=CC=2C1=NC=CN2)/C(=C/C2=CC=C(C(=C2N2C[C@@H](CCC2)CN)C(F)(F)F)OC2=C(C=CC=C2)F)/F)F